2-(1-methyl-1H-pyrazol-4-yl)-7-(piperazin-1-yl)-4H-pyrido[1,2-a]pyrimidin-4-one CN1N=CC(=C1)C=1N=C2N(C(C1)=O)C=C(C=C2)N2CCNCC2